BrC1=C(C=C(OC2CCSCC2)C=C1)C(F)F 4-(4-bromo-3-(difluoromethyl)phenoxy)tetrahydro-2H-thiopyran